C1(=CC=CC=C1)NC1=CC=2C3(C=4OC=CC4C2C=C1)C1=CC=C(C=C1C=1C=C(C=CC13)C1=CC=CC=C1)C1=CC=CC=C1 N,3,6-triphenylspiro[fluorene-9,8'-indeno[2,1-b]furan]-6'-amine